FC(S(=O)(=O)O)(F)F.C(C)C1=NC=CN1C 2-ethyl-3-methylimidazole trifluoromethanesulfonate